COC(=O)C1=C(SC(=C1C)C)NC(CC1C(NC(S1)=N)=O)=O 2-(2-(2-imino-4-oxo-thiazolidine-5-yl)-acetamido)-4,5-dimethyl-thiophene-3-carboxylic acid methyl ester